COC=1C=C2C=C(C=NC2=CC1)C1=NN2C(C3(CCC2)CCN(CC3)C(=O)OC(C)(C)C)=C1 tert-butyl 2'-(6-methoxyquinolin-3-yl)-6',7'-dihydro-5'H-spiro[piperidine-4,4'-pyrazolo[1,5-a]pyridine]-1-carboxylate